2-(3-(2-fluoro-5-(trifluoromethoxy)phenyl)-2,3,4,5-tetrahydro-1H-benzo[d]azepin-7-yl)cyclopropanecarboxylic acid FC1=C(C=C(C=C1)OC(F)(F)F)N1CCC2=C(CC1)C=C(C=C2)C2C(C2)C(=O)O